2-(2-(1-(Cyclopropylsulfonyl)-1H-pyrazol-4-yl)pyrimidin-4-yl)-N4-(((1r,4r)-4-((2,2-difluoroethyl)amino)cyclohexyl)methyl)-5-(1-(difluoromethyl)-1H-pyrazol-3-yl)pyridine-2,4-diamine C1(CC1)S(=O)(=O)N1N=CC(=C1)C1=NC=CC(=N1)C1(NC=C(C(=C1)NCC1CCC(CC1)NCC(F)F)C1=NN(C=C1)C(F)F)N